CN(C(C(CC)(C)C)=O)CC1=CC(=C(C=C1)N1CCCCC1)[N+](=O)[O-] N,2,2-trimethyl-N-(3-nitro-4-(piperidin-1-yl)benzyl)butanamide